2-[4-(5,7-Dibromo-2,3-dioxo-2,3-dihydroindol-1-ylmethyl)benzyl]isothiourea BrC=1C=C2C(C(N(C2=C(C1)Br)CC1=CC=C(CSC(N)=N)C=C1)=O)=O